2-[acetyl-(4-chlorobenzyl)amino]-7-chloro-6-hydroxy-1-benzothiophene-3-carboxylic acid ethyl ester C(C)OC(=O)C1=C(SC2=C1C=CC(=C2Cl)O)N(CC2=CC=C(C=C2)Cl)C(C)=O